ClC=1C=C(C(=C(C1)C1=CC=CC=C1)C1=CC=CC=C1)C1=CC(=CC=C1)C1=CC=CC=C1 4'-chloro-6'-phenyl-1,1':2',1'':3'',1'''-quaterphenyl